6-(3-chloro-6-(1,1-difluoroethyl)-2-fluorophenyl)pyrimidin-4-ol ClC=1C(=C(C(=CC1)C(C)(F)F)C1=CC(=NC=N1)O)F